P(=O)(OCC(F)(F)F)(OCC(F)(F)F)OCC(F)(F)F tri-(2,2,2-trifluoroethyl) phosphate